(9H-fluoren-9-yl)methyl (3-(azidomethyl)-4-(((tert-butoxycarbonyl)amino)methyl)phenethyl)carbamate N(=[N+]=[N-])CC=1C=C(CCNC(OCC2C3=CC=CC=C3C=3C=CC=CC23)=O)C=CC1CNC(=O)OC(C)(C)C